BrC1=CC=C2C(=CNC2=C1Cl)C=1C=NNC1 6-bromo-7-chloro-3-(1H-pyrazol-4-yl)-1H-indole